2-[(2's,4r)-6-bromo-2',5-difluoro-1-oxospiro[3H-isoquinoline-4,1'-cyclopropane]-2-yl]-N-[5-(trifluoromethyl)pyrimidin-2-yl]acetamide BrC=1C(=C2C(=CC1)C(N(C[C@]21[C@H](C1)F)CC(=O)NC1=NC=C(C=N1)C(F)(F)F)=O)F